(1R,5S)-6-(4-ethoxyphenyl)-9,9-dimethyl-3-(1-methylpiperidin-4-yl)-3,6-diazabicyclo[3.2.2]nonane C(C)OC1=CC=C(C=C1)N1[C@@H]2CN(C[C@H](C1)CC2(C)C)C2CCN(CC2)C